(S)-4-(3-methylpiperazin-1-yl)-N-(2-methylpyrazolo[1,5-a]pyridin-5-yl)-2,3-dihydro-1H-pyrrolo[2,3-b]pyridine-1-carboxamide formate C(=O)O.C[C@H]1CN(CCN1)C1=C2C(=NC=C1)N(CC2)C(=O)NC2=CC=1N(C=C2)N=C(C1)C